ClC=1C(=C(CNC(=O)[C@H]2N([C@H]3C[C@H]3C2)C(=O)OC(C)(C)C)C=CC1)F tert-butyl (1s,3s,5s)-3-((3-chloro-2-fluorobenzyl) carbamoyl)-2-azabicyclo[3.1.0]hexane-2-carboxylate